F[C@@H]1[C@@H](C1)C(=O)NC=1N=CC2=CC(=NC=C2C1)C=1C=NC(=CC1C)\C(\CC)=N/O (1S,2S)-2-fluoro-N-(7-(6-((Z)-1-(hydroxyimino)propyl)-4-methylpyridin-3-yl)-2,6-naphthyridin-3-yl)cyclopropane-1-carboxamide